N1N=C(C=C1)OC1=CC(=C(N)C=C1)F 4-((1H-pyrazol-3-yl)oxy)-2-fluoroaniline